4-{1-[4-Hydroxy-3-(2-propenyl)phenyl]propyl}-2-(prop-2-en-1-yl)phenol OC1=C(C=C(C=C1)C(CC)C1=CC(=C(C=C1)O)CC=C)CC=C